4-(1H-imidazol-1-yl)-N-phenylpyridineamide N1(C=NC=C1)C1=CC(=NC=C1)C(=O)NC1=CC=CC=C1